2-[tert-butoxycarbonyl(isopropyl)amino]acetic acid C(C)(C)(C)OC(=O)N(CC(=O)O)C(C)C